BrC=1C(=NC=C(C(=O)OC)C1N1C[C@H](CC1)NC(=O)OC(C)(C)C)OC methyl (S)-5-bromo-4-(3-((tert-butoxycarbonyl)amino)pyrrolidin-1-yl)-6-methoxynicotinate